CC1(COC1)C(=O)NC1=C(C=NC=C1)C=1C=NN(C1)C1=C(C=CC(=C1)NC(C1=CC(=CC=C1)C(F)(F)F)=O)C 3-methyl-N-(3-(1-(2-methyl-5-(3-(trifluoromethyl)benzoylamino)phenyl)-1H-pyrazol-4-yl)pyridin-4-yl)oxetane-3-carboxamide